(4-nitrophenyl)silane [N+](=O)([O-])C1=CC=C(C=C1)[SiH3]